8-cyclopentyl-5-methyl-2-((1-methyl-1H-pyrazol-3-yl)amino)pyrido[2,3-d]pyrimidin-7(8H)-one C1(CCCC1)N1C(C=C(C2=C1N=C(N=C2)NC2=NN(C=C2)C)C)=O